C(C)(=O)OC(C=C)(CC\C=C(/CC)\C)C (Z)-3,7-dimethylnonan-1,6-dien-3-yl acetate